FC=1C=NC=C(C1CO)F (3,5-difluoro-4-pyridyl)methanol